CN1N=CC(=C1)NC1=CC(=NC=N1)C=1C=C(C=CC1)NC(C=CC)=O N-(3-(6-((1-methyl-1H-pyrazol-4-yl)amino)pyrimidin-4-yl)phenyl)-2-butenamide